10-(DI(PHENYL)METHYL)-4-HYDROXY-8,9,9A,10-TETRAHYDRO-7H-PYRROLO[1',2':4,5]PYRAZINO[1,2-B]PYRIDAZIN-3,5-DION C1(=CC=CC=C1)C(C1C2N(C(C=3N1N=CC(C3O)=O)=O)CCC2)C2=CC=CC=C2